FC(OC=1C=C(C=CC1C1=C(C=NN1COCC[Si](C)(C)C)[N+](=O)[O-])O)F 3-(difluoromethoxy)-4-(4-nitro-1-[[2-(trimethylsilyl)ethoxy]methyl]-1H-pyrazol-5-yl)phenol